ClC1=NC(=C(C=C1C#N)Cl)NC1=CC2=C(N(C(N2CCC(C)(C)O)=O)C)C=C1 2,5-dichloro-6-[[3-(3-hydroxy-3-methylbutyl)-1-methyl-2-oxo-benzimidazol-5-yl]amino]pyridine-3-carbonitrile